C(CC)(=O)[O-].C(CC)(=O)[O-].ONC([C@H](C(C)([NH3+])C)NC(C1=CC=C(C=C1)C#CC1=CC=C(C=C1)C[NH2+]CCOC)=O)=O (S)-4-(hydroxyamino)-3-(4-((4-(((2-methoxyethyl)ammonio)methyl)phenyl)ethynyl)benzamido)-2-methyl-4-oxobutan-2-aminium bispropionate